N-(2-hydroxyethyl)diethylenetriamine OCCNCCNCCN